C(C)(=O)C1=C(C=O)C=CC(=C1)Br 2-acetyl-4-bromobenzaldehyde